C1(=CC=CC=C1)C=1N=CN(C1)CC1=CC=C(C=C1)C1=NOC(=N1)C(F)(F)F 3-[4-[(4-phenylimidazol-1-yl)methyl]phenyl]-5-(trifluoromethyl)-1,2,4-oxadiazole